Benzo[1,2,3-de:4,5,6-d'e']diisochromene-1,3,7,9-tetraone C1(OC(C=2C=CC=C3C2C1=C1C2=C3C(OC(C2=CC=C1)=O)=O)=O)=O